5-[[2-(5-chloro-2-methoxy-phenyl)acetyl]amino]-2-fluoro-benzoic acid ClC=1C=CC(=C(C1)CC(=O)NC=1C=CC(=C(C(=O)O)C1)F)OC